ClC=1C=NC2=C3N=CC(=C(C3=CC=C2C1Cl)Cl)Cl 3,4,7,8-tetrachloro-1,10-phenanthroline